F[C@H]1C[C@@H](N(C1)C1CCN(CC1)C)C(=O)OC methyl (2R,4S)-4-fluoro-1-(1-methylpiperidin-4-yl)pyrrolidine-2-carboxylate